sodium 2-(tert-butyl)-2-nonylmalonate C(C)(C)(C)C(C(=O)[O-])(C(=O)[O-])CCCCCCCCC.[Na+].[Na+]